tert-Butyl (4-(8-amino-3-(1-(methylsulfonyl)piperidin-3-yl)imidazo[1,5-a]pyrazin-1-yl)-2-methoxyphenyl)carbamate NC=1C=2N(C=CN1)C(=NC2C2=CC(=C(C=C2)NC(OC(C)(C)C)=O)OC)C2CN(CCC2)S(=O)(=O)C